4-fluoro-[1,1'-biphenyl]-3,4',5-tricarboxylic acid FC1=C(C=C(C=C1C(=O)O)C1=CC=C(C=C1)C(=O)O)C(=O)O